7-[[5-(4-methylpiperazin-1-yl)-2-pyridyl]amino]-4-(1H-pyrrolo[2,3-b]pyridin-5-yl)isoindolin-1-one CN1CCN(CC1)C=1C=CC(=NC1)NC=1C=CC(=C2CNC(C12)=O)C=1C=C2C(=NC1)NC=C2